O1N=C(C2=C1CCC2)N 5,6-dihydro-4H-cyclopenta[d]isoxazol-3-amine